O=C1NC(CCC1N1C(C2=CC=CC(=C2C1=O)NCCCCC(=O)N1CCC(CC1)[C@@H]1CCNC=2N1N=C(C2C(=O)N)C2=CC=C(C=C2)OC2=CC=CC=C2)=O)=O (7S)-7-(1-(5-((2-(2,6-dioxopiperidin-3-yl)-1,3-dioxoisoindolin-4-yl)amino)pentanoyl)piperidin-4-yl)-2-(4-phenoxyphenyl)-4,5,6,7-tetrahydropyrazolo[1,5-a]pyrimidine-3-carboxamide